(R)-((1-(6-Chloro-3-fluoropyridine-2-carbonyl)-5,5-difluoropiperidin-2-yl)methyl)carbamic acid tert-butyl ester C(C)(C)(C)OC(NC[C@@H]1N(CC(CC1)(F)F)C(=O)C1=NC(=CC=C1F)Cl)=O